C(CCCC)(=O)C1=CC=C(C=C1)NC(=O)C=1C(N(C2=CC=CC=C2C1O)CC(C)C)=O 4-hydroxy-1-isobutyl-2-oxo-1,2-dihydroquinoline-3-carboxylic acid (4-pentanoyl-phenyl)-amide